2-(4-{4-bromo-8,11,13,14,16-pentaazatetracyclo-[8.6.0.02,7.011,15]Hexadec-1(10),2,4,6,8,12,14-heptaen-16-yl}phenyl)-2-methylpropanenitrile BrC=1C=C2C=3N(C4=NN=CN4C3C=NC2=CC1)C1=CC=C(C=C1)C(C#N)(C)C